tert-butyl (R)-3-acetylpyrrolidine-1-carboxylate C(C)(=O)[C@H]1CN(CC1)C(=O)OC(C)(C)C